C1(CCC1)CN1CCC(CCC1)N1CCC(CC1)C=1C=C(C2=C(N(C(=N2)C2=CC=C(C=C2)S(=O)(=O)C)C)C1)C 6-(1-(1-(Cyclobutylmethyl)azepan-4-yl)piperidin-4-yl)-1,4-dimethyl-2-(4-(methylsulfonyl)phenyl)-1H-benzo[d]imidazol